N1C(=CC=2C=NC=CC21)CNC(CN2C(=NC=C(C2=O)NC(=O)C=2OC(=NN2)C2=CC=CC=C2)C2=CC=CC=C2)=O N-(1-(2-(((1H-pyrrolo[3,2-c]pyridin-2-yl)methyl)amino)-2-oxoethyl)-6-oxo-2-phenyl-1,6-dihydropyrimidin-5-yl)-5-phenyl-1,3,4-oxadiazole-2-carboxamide